C(C1=CC=CC=C1)N1C[C@@H](CC1)NCCCC=C (R)-1-benzyl-N-(pent-4-en-1-yl)pyrrolidin-3-amine